N-(cyclopropylmethyl)-7-methoxy-6-(1,3-thiazol-4-yloxy)-1H,2H,3H-cyclopenta[b]quinolin-9-amine C1(CC1)CNC1=C2C(=NC=3C=C(C(=CC13)OC)OC=1N=CSC1)CCC2